2-(((1-(4-(Dimethylamino)benzyl)piperidin-4-yl)thio)methyl)-8-methylquinazolin CN(C1=CC=C(CN2CCC(CC2)SCC2=NC3=C(C=CC=C3C=N2)C)C=C1)C